FC(C=1C=CC(=NC1)S(=O)(=O)C12CC(C1)(C2)C2CN(C2)C(=O)OC(C)(C)C)(F)F Tert-Butyl 3-[3-[[5-(trifluoromethyl)-2-pyridyl]sulfonyl]-1-bicyclo[1.1.1]pentanyl]azetidine-1-carboxylate